1-((7-((R)-4,4-difluoro-3-phenylbutyryl)-10-hydroxy-7-azaspiro[4.5]decan-10-yl)methyl)-N,N-dimethyl-6-oxo-4-phenyl-1,6-dihydropyridine-3-carboxamide FC([C@H](CC(=O)N1CC2(CCCC2)C(CC1)(O)CN1C=C(C(=CC1=O)C1=CC=CC=C1)C(=O)N(C)C)C1=CC=CC=C1)F